N-(5-cyclopentyl-3-fluoropyridin-2-yl)-2-{[4-methyl-5-(oxetan-3-yl)-4H-1,2,4-triazol-3-yl]sulfanyl}-5-nitrobenzamide C1(CCCC1)C=1C=C(C(=NC1)NC(C1=C(C=CC(=C1)[N+](=O)[O-])SC1=NN=C(N1C)C1COC1)=O)F